N-((3-fluoro-5-(methylthio)pyridin-2-yl)methyl)-2-methyl-5-nitro-3-phenylpyridin-4-amine FC=1C(=NC=C(C1)SC)CNC1=C(C(=NC=C1[N+](=O)[O-])C)C1=CC=CC=C1